CC1=NC=CC(=C1)C1=CC=2C=NC(=CC2N1)NC(CC1COC1)=O N-(2-(2-methylpyridin-4-yl)-1H-pyrrolo[3,2-c]pyridin-6-yl)-2-(oxetan-3-yl)acetamide